5-amino-4-fluoro-N,2-dimethylbenzamide NC=1C(=CC(=C(C(=O)NC)C1)C)F